OC(C)(C)C=1N(C=CN1)CC1=CC=C(C=C1)C=1N=C(SC1S(=O)(=O)NC(OCCCC)=O)CC(C)C butyl ((4-(4-((2-(2-hydroxypropan-2-yl)-1H-imidazol-1-yl)methyl)phenyl)-2-isobutyl thiazol-5-yl)sulfonyl)carbamate